CC=1N=C2N(N=C(C=C2C)C=2N=C3N(C(C2)=O)C=C(S3)C=3CCN(CC3)C(=O)OC(C)(C)C)C1 tert-butyl 4-[7-(2,8-dimethylimidazo[1,2-b]pyridazin-6-yl)-5-oxo-thiazolo[3,2-a]pyrimidin-2-yl]-3,6-dihydro-2H-pyridine-1-carboxylate